ClC1=NC(=C2C(=N1)N(N=C2)[C@@H]2O[C@@H]([C@H]1OC(O[C@H]12)(C)C)COC1=CC(=CC=C1)CI)N1CC2(C1)CCCCC2 6-chloro-1-((3aR,4R,6R,6aR)-6-((3-(iodomethyl)phenoxy)methyl)-2,2-dimethyltetrahydrofuro[3,4-d][1,3]dioxol-4-yl)-4-(2-azaspiro[3.5]nonan-2-yl)-1H-pyrazolo[3,4-d]pyrimidine